1-(3-bromo-1-methyl-1H-1,2,4-triazol-5-yl)ethan-1-ol BrC1=NN(C(=N1)C(C)O)C